(14S,17R)-8-(4,4-difluorocyclohexyl)-12,12-dimethyl-17-(pyridin-2-yl)-2λ6-thia-3,9,11,18,23-pentaazatetracyclo[17.3.1.111,14.05,10]tetracosa-1(22),5,7,9,19(23),20-hexaene-2,2,4-trione FC1(CCC(CC1)C1=CC=C2C(NS(C3=CC=CC(N[C@H](CC[C@H]4CC(N(C2=N1)C4)(C)C)C4=NC=CC=C4)=N3)(=O)=O)=O)F